ClC=1C=CC(=C(C1)C1=CC(=C(N=N1)OCCCN(C)C)NC1=CC(=NC=C1)C1(CC1)C(=O)N)F (4-{[6-(5-chloro-2-fluorophenyl)-3-[3-(dimethylamino)propoxy]pyridazin-4-yl]amino}pyridin-2-yl)cyclopropanecarboxamide